(3-(anilinomethylene)-2-chloro-1-cyclohexene-1-yl)methylene chloride N(C1=CC=CC=C1)C=C1C(=C(CCC1)C(Cl)Cl)Cl